N-(3-(diethylamino)propyl)-2-(4-isopropylphenyl)benzo[d]imidazo[2,1-b]thiazole C(C)N(CCCN1C(=CN2C1SC1=C2C=CC=C1)C1=CC=C(C=C1)C(C)C)CC